F[C@@H]1CN(CC[C@H]1NC1=NN2C(C=N1)=C(C=C2C2=NC=CC=C2)C)S(=O)(=O)C N-((3R,4R)-3-fluoro-1-(methylsulfonyl)piperidin-4-yl)-5-methyl-7-(pyridin-2-yl)pyrrolo[2,1-f][1,2,4]triazin-2-amine